O=C(OC)CCOCCOCCOCCCCCCOC=1C=C(C=CC1)[C@@H](C)NC(=O)C=1C=C(C=CC1)NC1(CCN(CC1)C(=O)OC(C)(C)C)C1=NN=C(N1)C1=CC=NC=C1 (R)-tert-butyl 4-(3-(1-(3-(3-oxo-2,6,9,12-tetraoxaoctadecan-18-yloxy)phenyl)ethylcarbamoyl)phenylamino)-4-(5-(pyridin-4-yl)-4H-1,2,4-triazol-3-yl)piperidine-1-carboxylate